N[C@@H](CCC(=O)O)C(=O)N[C@@H](CSCC(C)C(=O)O)C(=O)O L-glutamyl-S-(2-carboxy-1-propyl)cystein